FC=1C=C(C=C(C1)F)[C@@H]1CC[C@H]2OC3(C(N21)=O)CCN(CC3)C3=NC=C(C(=N3)C(=O)N3CC(C3)S(=O)(=O)C)F (5'S,7a'R)-5'-(3,5-difluorophenyl)-1-{5-fluoro-4-[3-(methylsulfonyl)azetidine-1-carbonyl]pyrimidin-2-yl}tetrahydro-3'H-spiro[piperidine-4,2'-pyrrolo[2,1-b][1,3]oxazol]-3'-one